NC=1C=2N(C=CN1)C(=NC2C=2C=CC(=NC2)NC(=O)NC2=CC(=NN2C2=CC=C(C=C2)F)C(C)(C)C)C2CC2 1-(5-(8-amino-3-cyclopropylimidazo[1,5-a]pyrazin-1-yl)pyridin-2-yl)-3-(3-(tert-butyl)-1-(4-fluorophenyl)-1H-pyrazol-5-yl)urea